CN1N=CC=C1CN1C(C2=C(C=3C=CC=NC13)CCN(C2)C(=O)OC(C)(C)C)=O tert-butyl 6-((1-methyl-1H-pyrazol-5-yl) methyl)-5-oxo-1,4,5,6-tetrahydropyrido[3,4-C][1,8]naphthyridine-3(2H)-carboxylate